NC=1NC(C=2N=CN(C2N1)[C@@H]1C([C@@H]([C@H](C1)O)COP1(OCC(CO1)CC(=O)OC(C)C)=O)=C)=O isopropyl 2-(2-(((1R,3S,5S)-3-(2-amino-6-oxo-1H-purin-9(6H)-yl)-5-hydroxy-2-methylenecyclopentyl)methoxy)-2-oxido-1,3,2-dioxaphosphinan-5-yl)acetate